C(C)(C)OC1=C(C=CC=C1)[C@H]1CN(CCN1)CC1=NC(=C(C=C1)C)OC (3S)-3-(2-isopropoxyphenyl)-1-[(6-methoxy-5-methylpyridin-2-yl)methyl]piperazine